(3S,4R)-4-((5-fluoro-4-(4-isopropyl-5-methylquinolin-6-yl)pyrimidin-2-yl)amino)tetrahydro-2H-pyran-3-ol Piperonyl-acrylate C(C1=CC=2OCOC2C=C1)C(C(=O)O[C@@H]1COCC[C@H]1NC1=NC=C(C(=N1)C=1C(=C2C(=CC=NC2=CC1)C(C)C)C)F)=C